2,4,4'-trichloro-2'-hydroxydiphenyl ether C1=CC(=C(C=C1Cl)O)OC2=C(C=C(C=C2)Cl)Cl